C(C)(C)N(CCNC(=O)C1=C(N=C(S1)C1=CC(=C(C=C1)O)C#N)C)C(C)C N-(2-(diisopropylamino)ethyl)-2-(3-cyano-4-hydroxyphenyl)-4-methylthiazole-5-carboxamide